4-((1R,5S)-3,8-diazabicyclo[3.2.1]octan-3-yl-8-fluoro-2-(((2R,7aS)-2-fluorotetrahydro-1H-pyrrolizin-7a(5H)-yl)methoxy)-5-methylquinazolin-7-yl)-5-ethyl-6-fluoronaphthalen-2-ol [C@H]12CN(C[C@H](CC1)N2)C2=NC(=NC1=C(C(=CC(=C21)C)C2=CC(=CC1=CC=C(C(=C21)CC)F)O)F)OC[C@]21CCCN1C[C@@H](C2)F